C1(C(CC(CC1)CCC(=O)OCC(CCCC)CC)CCC(=O)OCC(CCCC)CC)CCC(=O)OCC(CCCC)CC tris(2-ethylhexyl) cyclohexane-1,2,4-tripropionate